4-iodo-N-(1'-methyl-5'-oxo-2,3-dihydrospiro[indene-1,3'-pyrrolidine]-6-yl)-2-(6-azaspiro[2.5]octan-6-yl)benzamide IC1=CC(=C(C(=O)NC2=CC=C3CCC4(CN(C(C4)=O)C)C3=C2)C=C1)N1CCC2(CC2)CC1